(S)-7-(4-(2-(pyrimidin-5-yl)phenyl)piperidin-1-yl)-5-oxa-2-azaspiro[3.4]octane-2-carboxylic acid tert-butyl ester C(C)(C)(C)OC(=O)N1CC2(C1)OC[C@H](C2)N2CCC(CC2)C2=C(C=CC=C2)C=2C=NC=NC2